BrC=1C(=C2C(=NC1)N=C(N2)C2=C(N(C(=C2)C)C=2C(=C(C=CC2)NC(CCN(C)C)=O)C)C)N[C@@H]2CN(CC2)S(=O)(=O)CC N-(3-(3-(6-Bromo-7-(((S)-1-(ethylsulfonyl)pyrrolidin-3-yl)amino)-1H-imidazo[4,5-b]pyridin-2-yl)-2,5-dimethyl-1H-pyrrol-1-yl)-2-methylphenyl)-3-(dimethylamino)propanamid